(Ra)-2-(6-(1-([1,1'-biphenyl]-4-ylmethyl)-5-chloro-4-fluoro-1H-indazole-7-carboxamido)spiro[3.3]heptan-2-yl)acetic acid C1(=CC=C(C=C1)CN1N=CC2=C(C(=CC(=C12)C(=O)NC1CC2(CC(C2)CC(=O)O)C1)Cl)F)C1=CC=CC=C1